3-fluoro-2-(2-fluoro-6-methoxyphenyl)pyridine-4-carboxylic acid FC=1C(=NC=CC1C(=O)O)C1=C(C=CC=C1OC)F